C1(C(C1C(C#N)C1=C(C(=C(C(=C1F)F)C#N)F)F)C(C#N)C1=C(C(=C(C(=C1F)F)C#N)F)F)C(C#N)C1=C(C(=C(C(=C1F)F)C#N)F)F 2,2',2''-(cyclopropane-1,2,3-triyl)tris(2-(p-cyanotetrafluorophenyl)acetonitrile)